[O-]S(=O)(=O)C(F)(F)F.C[N+](C1=CC=CC=C1)(C)C N,N,N-trimethylbenzenaminium triflate salt